FC1=C(C=CC(=C1)C)C1CCN(CC1)C(=O)C1CC2(C1)NC(OC2)=O (2s,4s)-2-(4-(2-fluoro-4-methylphenyl)piperidine-1-carbonyl)-7-oxa-5-azaspiro[3.4]Octane-6-one